COCCN(C(OC[C@@H](C)[C@H]1CC[C@H]2[C@@H]3CC=C4C[C@H](CC[C@@]4([C@H]3CC[C@]12C)C)O)=O)C (S)-2-((3S,8S,9S,10R,13S,14S,17R)-3-hydroxy-10,13-dimethyl-2,3,4,7,8,9,10,11,12,13,14,15,16,17-tetradecahydro-1H-cyclopenta[a]phenanthren-17-yl)propyl (2-methoxyethyl)(methyl)carbamate